2-(2-phenoxyacetyl)-8-(3-(trifluoromethyl)phenyl)-1,3,4,12a-tetrahydrobenzo[e]pyrazino[1,2-a][1,4]diazepine-6,12(2H,11H)-dione O(C1=CC=CC=C1)CC(=O)N1CC2N(C(C3=C(NC2=O)C=CC(=C3)C3=CC(=CC=C3)C(F)(F)F)=O)CC1